N-(2-methylbenzoyl)pyridinecarboxamide CC1=C(C(=O)NC(=O)C2=NC=CC=C2)C=CC=C1